(R)-N-((1R,2R)-3-(azetidin-1-yl)-1-(2,3-dihydrobenzo[b][1,4]dioxin-6-yl)-1-hydroxypropan-2-yl)-1-(4-chlorophenyl)pyrrolidine-3-carboxamide N1(CCC1)C[C@H]([C@H](O)C1=CC2=C(OCCO2)C=C1)NC(=O)[C@H]1CN(CC1)C1=CC=C(C=C1)Cl